tertbutyl (4-((2R,3S)-3-((4-methyl-3-(trifluoromethyl)phenyl) carbamoyl)piperidin-2-yl)phenyl)carbamate CC1=C(C=C(C=C1)NC(=O)[C@@H]1[C@@H](NCCC1)C1=CC=C(C=C1)NC(OC(C)(C)C)=O)C(F)(F)F